tert-butyl (1R,3s,5S)-3-((5-fluoro-4-(hydroxymethyl)-6-((5-methyl-1H-pyrazol-3-yl)amino)pyrimidin-2-yl)(methyl)amino)-9-azabicyclo[3.3.1]nonane-9-carboxylate FC=1C(=NC(=NC1NC1=NNC(=C1)C)N(C1C[C@H]2CCC[C@@H](C1)N2C(=O)OC(C)(C)C)C)CO